COC(=O)C1=NNC=2C1=C1C=3CCCCC3C(=NC1=CC2)C=2C(=NNC2)C(F)(F)F 7-(3-(trifluoromethyl)-1H-pyrazol-4-yl)-8,9,10,11-tetrahydro-3H-pyrazolo[4,3-a]phenanthridine-1-carboxylic acid methyl ester